CN1C(NC=2C1=NC=C(C2)C2=CC(=CC=C2)C(F)(F)F)=O 3-methyl-6-(3-(trifluoromethyl)phenyl)-1,3-dihydro-2H-imidazo[4,5-b]pyridin-one